(R)-4-((2-Hydroxypropyl)sulfonamido)-N-(6-methyl-2-(3,3,3-trifluoropropoxy)pyrimidin-4-yl)-2-(6-azaspiro[2.5]octan-6-yl)benzamide O[C@@H](CS(=O)(=O)NC1=CC(=C(C(=O)NC2=NC(=NC(=C2)C)OCCC(F)(F)F)C=C1)N1CCC2(CC2)CC1)C